2-(3-acetonyl-1-tert-butoxycarbonyl-azetidin-3-yl)-2,2-difluoro-acetic acid C(C(=O)C)C1(CN(C1)C(=O)OC(C)(C)C)C(C(=O)O)(F)F